FC1=CC=C2C(=CNC2=C1)CC(=O)NC1C(CNCC1)C(=O)OC Methyl 4-(2-(6-fluoro-1H-indol-3-yl) acetamido)piperidine-3-carboxylate